ethyl 2-amino-2-(5-bromopyridin-2-yl)acetate NC(C(=O)OCC)C1=NC=C(C=C1)Br